3-sulfophenylboronic acid S(=O)(=O)(O)C=1C=C(C=CC1)B(O)O